BrC=1C(=NC(=CC1)N1C=NN=C1)C(=O)NC1CCCCCC1 3-bromo-N-cycloheptyl-6-(4H-1,2,4-triazol-4-yl)picolinamide